{4-[(Benzo[1,3]dioxol-5-ylmethyl)-amino]-2-isopropoxyphenyl}-carbamic acid ethyl ester C(C)OC(NC1=C(C=C(C=C1)NCC1=CC2=C(OCO2)C=C1)OC(C)C)=O